CS(=O)(=O)C1=C(C=CC=C1)C(C)O 1-(2-Methylsulfonylphenyl)ethanol